(((((1R,2S,5R)-2-carbamoyl-7-oxo-1,6-diazabicyclo[3.2.1]octan-6-yl) oxy) sulfonyl) oxy)-3,3-dimethylbutyladamantane-1-carboxylate C(N)(=O)[C@H]1N2C(N([C@H](CC1)C2)OS(=O)(=O)OC2(C1(CC3CC(CC2C3)C1)C(=O)[O-])CCC(C)(C)C)=O